2'-chloro-N-(5-(5-(difluoromethyl)-3-fluoropicolinyl)-5,6-dihydro-4H-pyrrolo[3,4-d]thiazol-2-yl)-5'-methoxy-6-methyl-[4,4'-bipyridine]-3-carboxamide ClC1=NC=C(C(=C1)C1=C(C=NC(=C1)C)C(=O)NC=1SC2=C(N1)CN(C2)CC2=NC=C(C=C2F)C(F)F)OC